ICC1C(CN(CC1)C(=O)OC(C)(C)C)(C)C tert-butyl 4-(iodomethyl)-3,3-dimethylpiperidine-1-carboxylate